COCC=1N=C(C2=C(N1)CNC2)C 2-(methoxymethyl)-4-methyl-6,7-dihydro-5H-pyrrolo[3,4-d]pyrimidine